FC(F)(F)N1C=C(C=CC1)C(=O)N (trifluoromethyl)-1,6-dihydropyridine-3-carboxamide